ClC1=NC=C(C(=N1)NC1=NC=C(C=C1)OC)CNC=1C(=NN(C1C)C)C 2-chloro-N-(5-methoxypyridin-2-yl)-5-((1,3,5-trimethyl-1H-pyrazol-4-ylamino)methyl)pyrimidin-4-amine